[N+](=O)([O-])C1=C(C(=CC=C1)[N+](=O)[O-])S(=O)(=O)[O-] 2,6-dinitrobenzenesulfonate